1-azido-2-[2-(2-bromoethoxy)ethoxy]ethane N(=[N+]=[N-])CCOCCOCCBr